NC(C(=O)N)C1=NN=CC2=CC=CC=C12 2-amino-2-phthalazin-1-yl-acetamide